OC1(CCN(CC1)C(=O)OC(C)(C)C)COS(=O)(=O)C1=CC=C(C)C=C1 tert-butyl 4-hydroxy-4-((tosyloxy) methyl)piperidine-1-carboxylate